3-cyclopropyl-4-(N-(3,5-dicyclopropylbenzyl)-2-(N-((4-(trifluoromethyl)pyridin-3-yl)methyl)-(2,3,4,5,6-pentafluoro-phenyl)sulfonamido)acetamido)benzoic acid C1(CC1)C=1C=C(C(=O)O)C=CC1N(C(CN(S(=O)(=O)C1=C(C(=C(C(=C1F)F)F)F)F)CC=1C=NC=CC1C(F)(F)F)=O)CC1=CC(=CC(=C1)C1CC1)C1CC1